2-sulfydryl-histidine SC=1NC=C(C[C@H](N)C(=O)O)N1